Ethyl (1S,2S,7a'S)-2-fluoro-5'-oxodihydro-1'H,3'H-spiro[cyclopropane-1,2'-pyrrolizine]-7a'(5'H)-carboxylate F[C@H]1C[C@]12C[C@@]1(CCC(N1C2)=O)C(=O)OCC